C1(CC1)C1=NN2C(C=CC(=C2)COC2=CC=CC(=N2)C2CCN(CC2)CC2=NC3=C(N2C[C@H]2OCC2)C=C(C=C3)C(=O)OC)=C1 Methyl (S)-2-((4-(6-((2-cyclopropylpyrazolo[1,5-a]pyridin-6-yl) methoxy) pyridin-2-yl) piperidin-1-yl) methyl)-1-((oxetan-2-yl) methyl)-1H-benzo[d]imidazole-6-carboxylate